6-isopropoxy-N-(4-(1-(2-methoxyethyl)-1H-pyrazol-4-yl)quinolin-8-yl)pyridazine-3-carboxamide C(C)(C)OC1=CC=C(N=N1)C(=O)NC=1C=CC=C2C(=CC=NC12)C=1C=NN(C1)CCOC